N-[4-(3-cyanophenyl)-5-(2,6-dimethyl-4-pyridinyl)thiazol-2-yl]-10-oxo-3,9-diazaspiro[5.5]undecane-3-carboxamide C(#N)C=1C=C(C=CC1)C=1N=C(SC1C1=CC(=NC(=C1)C)C)NC(=O)N1CCC2(CC1)CCNC(C2)=O